O1[C@@H](CC1)CN1C=NC=2C1=NC(=CC2)C(=O)O 3-{[(2S)-oxetan-2-yl]Methyl}-3H-imidazo[4,5-b]Pyridine-5-carboxylic acid